(S)-2-(5-(2-(3-(methoxymethyl)azetidin-1-yl)ethyl)-2-oxo-4-(trifluoromethyl)pyridin-1(2H)-yl)-4-methylpentanoic acid COCC1CN(C1)CCC=1C(=CC(N(C1)[C@H](C(=O)O)CC(C)C)=O)C(F)(F)F